C(C)(C)C1=C(NC2=CC=C(C=C12)OCC(=O)N1CC2(CC1)CCNCC2)C2=CC(=NC=C2)C 2-((3-isopropyl-2-(2-methylpyridin-4-yl)-1H-indol-5-yl)oxy)-1-(2,8-diazaspiro[4.5]decan-2-yl)ethan-1-one